(2S,4R)-1-tert-butyl 2-methyl 4-((tert-butyldiphenylsilyl)oxy)pyrrolidine-1,2-dicarboxylate [Si](C1=CC=CC=C1)(C1=CC=CC=C1)(C(C)(C)C)O[C@@H]1C[C@H](N(C1)C(=O)OC(C)(C)C)C(=O)OC